(R or S)-N-(5-(difluoromethyl)-2-formylphenyl)-3-(3-fluoro-4-methylphenyl)-3-(1,2,4-thiadiazol-5-yl)pyrrolidine-1-carboxamide FC(C=1C=CC(=C(C1)NC(=O)N1C[C@](CC1)(C1=NC=NS1)C1=CC(=C(C=C1)C)F)C=O)F |o1:13|